7-(2-(4-(5-fluorobenzofuran-7-yl)piperazin-1-yl)ethyl)quinolin-2(1H)-one FC=1C=C(C2=C(C=CO2)C1)N1CCN(CC1)CCC1=CC=C2C=CC(NC2=C1)=O